4-(2,6-difluoro-3-(4,4,5,5-tetramethyl-1,3,2-dioxaborolan-2-yl)phenyl)-3,5-dimethyl-4H-1,2,4-triazole FC1=C(C(=CC=C1B1OC(C(O1)(C)C)(C)C)F)N1C(=NN=C1C)C